C(C)(C)(C)C1=CC=C(NCC2=CC3=CC=CC=C3C=C2)C=C1 4-(t-butyl)-N-(naphthalen-2-ylmethyl)aniline